C1(CC1)C1=NC=NC(=C1C1=NC2=CC=C(C=C2C(=N1)OCC1=CC=C(C=C1)C=1N(C=C(N1)C(F)(F)F)C(C)C)F)OC 2-(4-cyclopropyl-6-methoxypyrimidin-5-yl)-6-fluoro-4-((4-(1-isopropyl-4-(trifluoromethyl)-1H-imidazol-2-yl)benzyl)oxy)quinazoline